5-(3-chloro-4-fluorophenyl)-N-(6-(4-isopropyl-4H-1,2,4-triazol-3-yl)pyridin-2-yl)-1H-pyrrole-2-carboxamide ClC=1C=C(C=CC1F)C1=CC=C(N1)C(=O)NC1=NC(=CC=C1)C1=NN=CN1C(C)C